ClC=1C=C(C=CC1)C1=CC2=C(O[C@H](CN2S(=O)(=O)C2=CC(=CC=C2)C2CC2)CCC(=O)O)C=C1 (S)-3-(6-(3-chlorophenyl)-4-((3-cyclopropylphenyl)sulfonyl)-3,4-dihydro-2H-benzo[b][1,4]oxazin-2-yl)propanoic acid